2-Benzyloxy-4,6-diphenyl-nicotinonitrile C(C1=CC=CC=C1)OC1=C(C#N)C(=CC(=N1)C1=CC=CC=C1)C1=CC=CC=C1